C(C)OC([C@H](CCC1=CC=CC=C1)N[C@H](C(=O)N1[C@@H](CCC1)C(=O)O)C)=O (2S)-1-[(2S)-2-{[(2S)-1-ethoxy-1-oxo-4-phenylbutan-2-yl]amino}propanoyl]pyrrolidine-2-carboxylic acid